4-cyclopentyl-4-aza-tricyclo[5.2.1.02,6]-8-decene-3,5-dione C1(CCCC1)N1C(C2C3C=CC(C2C1=O)C3)=O